tert-butyl (S)-(amino(oxo)(1H-pyrazol-5-yl)-λ6-sulfaneylidene)carbamate N[S@](C1=CC=NN1)(=O)=NC(OC(C)(C)C)=O